(1S,2R,4R,5R)-2-(hydroxymethyl)-2-(methoxymethyl)-4-methyl-5-(trifluoromethyl)quinuclidin-3-one OC[C@@]1(N2C[C@@H]([C@](C1=O)(CC2)C)C(F)(F)F)COC